6-{[(ethylamino)carbonyl]amino}-N-[7-methoxy-8-(3-morpholin-4-ylpropoxy)-2,3-dihydroimidazo[1,2-c]quinazolin-5-yl]nicotinamide C(C)NC(=O)NC1=NC=C(C(=O)NC2=NC=3C(=C(C=CC3C=3N2CCN3)OCCCN3CCOCC3)OC)C=C1